(S)-4-Chloro-N-(8,9-difluoro-6-oxo-1,4,5,6-tetrahydro-2H-pyrano[3,4-c]isoquinolin-1-yl)-N-methylbenzamide ClC1=CC=C(C(=O)N(C)[C@@H]2COCC=3NC(C=4C=C(C(=CC4C32)F)F)=O)C=C1